4-Phenyl-2-(2-piperazin-1-yl-ethyl)-2,4-dihydro-[1,2,4]triazol-3-one C1(=CC=CC=C1)N1C(N(N=C1)CCN1CCNCC1)=O